4-(2-(4,7-difluoro-3,3-dimethyl-2-oxo-5-(trifluoromethyl)indolin-1-yl)acetamido)-3-methylpentanoic acid FC1=C2C(C(N(C2=C(C=C1C(F)(F)F)F)CC(=O)NC(C(CC(=O)O)C)C)=O)(C)C